BrC1=C(C=C(C=C1)CN)C (4-Bromo-3-methyl-phenyl)methylamine